4-(pyridin-2-yl)-N-(1H-pyrrolo[3,2-b]pyridin-5-yl)thiazol-2-amine N1=C(C=CC=C1)C=1N=C(SC1)NC1=CC=C2C(=N1)C=CN2